(2S,5R)-2-(((1s,4R)-4-(N-benzylacetamido) cyclohexyl) methyl)-5-formylpyrrolidine-1-carboxylate C(C1=CC=CC=C1)N(C(C)=O)C1CCC(CC1)C[C@H]1N([C@H](CC1)C=O)C(=O)[O-]